CC1=C(C(=CC=C1)C)C=1N=C(SC1C1=CC(=CC=C1)OCC(C(F)(F)F)(C)C)NS(=O)(=O)C1=CC(=CC=C1)NC1CC(C1)(C)O N-(4-(2,6-Dimethylphenyl)-5-(3-(3,3,3-trifluoro-2,2-dimethylpropoxy)phenyl)thiazol-2-yl)-3-((3-hydroxy-3-methylcyclobutyl)amino)benzenesulfonamide